tert-butyl N-{3-bromo-2-[(1S,2S)-2-[(tertbutoxy carbonyl)amino]cyclohexyl]-5-chlorofuro[3,2-b]pyridin-7-yl}-N-(thiophen-2-ylmethyl)carbamate BrC1=C(OC=2C1=NC(=CC2N(C(OC(C)(C)C)=O)CC=2SC=CC2)Cl)[C@@H]2[C@H](CCCC2)NC(=O)OC(C)(C)C